C(#N)C(=C1C=C(OC(=C1)C=CC1=CC=2CCCN3CCCC(C23)=C1)C)C#N 4-(Dicyanomethylene)-2-methyl-6-[2-(2,3,6,7-tetrahydro-1H,5H-benzo[ij]quinolizin-9-yl)vinyl]-4H-pyran